N1C[C@H](CCC1)C(=O)OCC ethyl (3S)-piperidine-3-carboxylate